NC[C@@]12[C@@H]([C@@H]([C@H](C(OC1)O2)N2C(SCC2=O)=O)O)O 3-((1S,2R,3R,4R)-1-(Aminomethyl)-2,3-dihydroxy-6,8-dioxabicyclo[3.2.1]octan-4-yl)thiazolidine-2,4-dione